FC=1C(=CC(=C(C1)N1C(C=CC2=CC(=CC=C12)S(=O)(=O)N(CC1=CC=C(C=C1)OC)C1=NOC=C1)=O)OC)C1CC(C1)C(F)(F)F (P)-1-(5-FLUORO-2-METHOXY-4-(3-(TRIFLUOROMETHYL)CYCLOBUTYL)PHENYL)-N-(ISOXAZOL-3-YL)-N-(4-METHOXYBENZYL)-2-OXO-1,2-DIHYDROQUINOLINE-6-SULFONAMIDE